Biphenyl-4-carboxylic acid {2-oxo-2-[4-(2-trifluoromethyl-phenoxy)-piperidin-1-yl]-ethyl}-amide O=C(CNC(=O)C1=CC=C(C=C1)C1=CC=CC=C1)N1CCC(CC1)OC1=C(C=CC=C1)C(F)(F)F